NCC=1C=C(C(=O)N)C=C(C1)CN 3,5-bis(aminomethyl)benzamide